FC(C1=NN(C=C1C(=O)NC1=C(C=CC=C1)CCC(C)(C)C)C)F 3-(Difluoromethyl)-N-[2-(3,3-dimethylbutyl)phenyl]-1-methyl-1H-pyrazol-4-carboxamid